O[C@@H]1[C@@H](CO[C@@H]([C@@H]1O)CO)CNC=CS(=O)(=O)F ((((3R,4R,5R,6R)-4,5-dihydroxy-6-(hydroxymethyl)tetrahydro-2H-pyran-3-yl)methyl)amino)ethene-1-sulfonyl fluoride